NC1=NC=NN2C1=C(C=C2C)C2=CC=C(C=C2)C2=C(C(N(C=C2)C2=CC=C(C=C2)F)=O)C(=O)N [4-(4-amino-7-methylpyrrolo[2,1-f][1,2,4]triazin-5-yl)phenyl]-1-(4-fluorophenyl)-2-oxo-1,2-dihydropyridine-3-carboxamide